1-(2,6-bis(benzyloxy)pyridin-3-yl)-4-(1,4-dioxa-8-azaspiro[4.5]decan-8-yl)indolin-2-one C(C1=CC=CC=C1)OC1=NC(=CC=C1N1C(CC2=C(C=CC=C12)N1CCC2(OCCO2)CC1)=O)OCC1=CC=CC=C1